ClC1=C(C(=CC(=C1)Cl)C(=O)NC(C)(C)C#N)NC(=O)C1=CC=NN1 N-[2,4-dichloro-6-[[(1-cyano-1-methylethyl)amino]carbonyl]phenyl]-1H-pyrazole-5-carboxamide